C(C1=CC=CC=C1)N(C(=O)OCC1=C(C=NN1C)C1=CC=C(OC2CCCCC2)C=C1)C (1R,3R)-3-(4-(5-(((Benzyl(methyl)carbamoyl)oxy)methyl)-1-methyl-1H-pyrazol-4-yl)phenoxy)cyclohexan